4-(7-fluoro-1-(pyridazin-3-ylmethyl)-benzoimidazol-2-yl)-N-methyl-1,2,5-oxadiazol-3-amine FC1=CC=CC2=C1N(C(=N2)C=2C(=NON2)NC)CC=2N=NC=CC2